CN(C(=O)C1[C@H]2CN(C[C@@H]12)C(=O)OC(C)(C)C)C1(CC1)C(F)(F)F tert-butyl (1R,5S,6r)-6-{methyl [1-(trifluoromethyl) cyclopropyl] carbamoyl}-3-azabicyclo[3.1.0]hexane-3-carboxylate